C(C=C)(=O)NC(CS(=O)(=O)O)(C)C 2-acrylamido-2-methylpropan-1-sulfonic acid